OC=1C=C(C=C(C1)O)C(C)=O 1-(3,5-dihydroxyphenyl)ethanone